3-(6-amino-5-carbamoyl-4'-sulfamoyl-[1,1'-biphenyl]-3-yl)prop-2-yn-1-yl-3-methylbenzoic acid NC1=C(C=C(C=C1C1=CC=C(C=C1)S(N)(=O)=O)C#CCC1=C(C(=O)O)C=CC=C1C)C(N)=O